C(C)(C)(C)C1=CC=C(C=N1)C=1N=C2N(C(C1C#N)=O)C(=CS2)C 7-(6-tert-butylpyridin-3-yl)-3-methyl-5-oxo-5H-[1,3]thiazolo[3,2-a]pyrimidine-6-carbonitrile